(1S)-1-(5-bromo-2-pyrimidin-2-yl-1,2,4-triazol-3-yl)ethylamine hydrochloride Cl.BrC=1N=C(N(N1)C1=NC=CC=N1)[C@H](C)N